CC1(O[C@H]2[C@@H](O1)[C@@H](C[C@@H]2CO)N2C=CC1=C2N=CN=C1C(F)(F)F)C ((3aR,4R,6R,6aS)-2,2-dimethyl-6-(4-(trifluoromethyl)-7H-pyrrolo[2,3-d]pyrimidin-7-yl)tetrahydro-4H-cyclopenta[d][1,3]dioxol-4-yl)methanol